[2,4-dihydroxy-5-(propan-2-yl)phenyl][5-({3-[(piperazin-1-yl)methyl]azetidin-1-yl}methyl)-1,3-dihydro-2H-isoindol-2-yl]methanone OC1=C(C=C(C(=C1)O)C(C)C)C(=O)N1CC2=CC=C(C=C2C1)CN1CC(C1)CN1CCNCC1